1-(7-(1-(4-Chlorobenzyl)piperidin-3-yl)-2-methylpyrazolo[1,5-a]pyrimidin-3-yl)-N-((5-methyl-1,3,4-oxadiazol-2-yl)methyl)methanamine ClC1=CC=C(CN2CC(CCC2)C2=CC=NC=3N2N=C(C3CNCC=3OC(=NN3)C)C)C=C1